C(CCCCCCCCCCCCCCCCC)S(=O)(=O)[O-].[Ca+2].C(CCCCCCCCCCCCCCCCC)S(=O)(=O)[O-] Calcium Octadecylsulfonat